C(C)C1(CC1)C(=O)O ethylcyclopropanecarboxylic acid